ClC=1C(=C2C(=NC(N(C2=CC1C1=C2C=NN(C2=CC=C1C)C1OCCCC1)C1=C(C=CC=C1)C(C)C)=O)O)F 6-chloro-5-fluoro-4-hydroxy-1-(2-isopropylphenyl)-7-(5-methyl-1-(tetrahydro-2H-pyran-2-yl)-1H-indazol-4-yl)quinazolin-2(1H)-one